(E)-3-(4-fluorophenyl)acrolein FC1=CC=C(C=C1)/C=C/C=O